1-(5-amino-2-hydroxypyridin-4-yl)-N-methylpiperidine-4-carboxamide NC=1C(=CC(=NC1)O)N1CCC(CC1)C(=O)NC